(1S,2S)-2-fluoro-N-(1-methyl-2-(2,4,6-trimethoxypyrimidin-5-yl)-1H-pyrrolo[2,3-c]pyridin-5-yl)cyclopropane-1-carboxamide F[C@@H]1[C@@H](C1)C(=O)NC=1C=C2C(=CN1)N(C(=C2)C=2C(=NC(=NC2OC)OC)OC)C